C(C)(=O)NNC(=O)C1=NC=NC(=C1)Cl N'-acetyl-6-chloro-pyrimidine-4-carbohydrazide